C(C)(C)(C)OC(=O)N1CCN(CC1)C1=C2C[C@@H](N(CC2=CC=C1)C(=O)OC(C)(C)C)C=O |r| racemic-tert-butyl 5-(4-(tert-butoxycarbonyl)piperazin-1-yl)-3-formyl-3,4-dihydroisoquinoline-2(1H)-carboxylate